N1=CC(=CC=C1)N1N=CC(=C1C(F)(F)F)C(=O)N 1-(pyridin-3-yl)-5-(trifluoromethyl)-1H-pyrazole-4-carboxamide